[4-(dimethylamino)phenyl]-3-oxo-2,3-dihydropyridazine-4-carboxylic acid CN(C1=CC=C(C=C1)N1N=CC=C(C1=O)C(=O)O)C